ON=C1CC2(CCC(C1)(N2C(=O)OCCCC)C)C butyl 3-(hydroxyimino)-1,5-dimethyl-8-azabicyclo[3.2.1]octane-8-carboxylate